O=C1NC(=NC=2C=3C=CC=CC3OC12)COCCOCC(=O)OCC ethyl 2-[2-({6-oxo-8-oxa-3,5-diazatricyclo[7.4.0.02,7]trideca-1(9),2(7),3,10,12-pentaen-4-yl}methoxy)ethoxy]acetate